Natrium 1-methoxypropan-2-olat COCC(C)[O-].[Na+]